Methyl (S)-2-benzamido-3-(2,6-dibromophenyl)propanoate C(C1=CC=CC=C1)(=O)N[C@H](C(=O)OC)CC1=C(C=CC=C1Br)Br